methyl 6-(4-(tert-butyl)phenyl)pyrido[2,3-e]pyrrolo[1,2-a]pyrazine-3-carboxylate C(C)(C)(C)C1=CC=C(C=C1)C=1C=2N(C3=C(N1)N=C(C=C3)C(=O)OC)C=CC2